dimethoxysilane chloride [Cl-].CO[SiH2]OC